7-Fluoro-N-(piperidin-4-ylmethyl)-9H-pyrido[3,4-b]indole-1-carboxamide FC1=CC=C2C3=C(NC2=C1)C(=NC=C3)C(=O)NCC3CCNCC3